4-methoxy-7-(piperidin-4-yl)-5-((3-(trifluoromethyl)pyrazin-2-yl)methyl)pyrido[3,2-d]pyrimidin-6(5H)-one COC=1C2=C(N=CN1)C=C(C(N2CC2=NC=CN=C2C(F)(F)F)=O)C2CCNCC2